C(#N)C1=CC=C(C=C1)S(=O)(=O)NC=1C(=NN(C1C(=O)N[C@@H](C)C(C)(C)C)C)C1=CC=C(C=C1)F (S)-4-((4-cyanophenyl)sulfonamido)-N-(3,3-dimethyl-butan-2-yl)-3-(4-fluorophenyl)-1-methyl-1H-pyrazole-5-carboxamide